C(C1=CC=CC=C1)OC([C@H](C(C)C)N(C(=O)[C@@H]1[C@@H](CN(CC1)C(=O)OC(C)(C)C)CO)C)=O tert-butyl (cis)-4-(((S)-1-(benzyloxy)-3-methyl-1-oxobutan-2-yl)(methyl)carbamoyl)-3-(hydroxymethyl)piperidine-1-carboxylate